CC1CCN(CC1)C1C[C@H]2CC[C@@H](C1)N2S(=O)(=O)C=2C=NN(C2)C2=NC=CC(=C2)C (1r,3s,5s)-3-(4-methylpiperidin-1-yl)-8-((1-(4-methylpyridin-2-yl)-1H-pyrazol-4-yl)sulfonyl)-8-azabicyclo[3.2.1]octane